ClC=1C=C(C=2CC[C@H](C2C1)O)S(=O)(=O)NC1=CC(=C(C=C1)F)C=1C=C2C=NC(=NC2=CC1)NC1CCN(CC1)C (R)-6-chloro-N-(4-fluoro-3-(2-((1-methylpiperidin-4-yl)amino)quinazolin-6-yl)phenyl)-1-hydroxy-2,3-dihydro-1H-indene-4-sulfonamide